4-[4-cyano-2-({[(2'R,4S)-6-(5-cyclopropyl-1,3,4-oxadiazol-2-yl)-2,3-dihydrospiro[chromen-4,1'-cyclopropan]-2'-yl]carbonyl}amino)phenyl]butanoic acid C(#N)C1=CC(=C(C=C1)CCCC(=O)O)NC(=O)[C@H]1[C@]2(C1)CCOC1=CC=C(C=C12)C=1OC(=NN1)C1CC1